L-Valine-13C3 N[13C@@H]([13CH]([13CH3])C)C(=O)O